6-(chloromethyl)-8,9-dihydro-indolizino[6,5,4,3-ija]quinoxalin-3(4H)-one ClCC=1C=C2NC(C=3N4C2=C(C1)CCC4=CC3)=O